(S)-3-(4-methoxyphenyl)-2-((S)-2-(morpholine-4-sulfonylamino)propionamido)propionic acid methyl ester COC([C@H](CC1=CC=C(C=C1)OC)NC([C@H](C)NS(=O)(=O)N1CCOCC1)=O)=O